tri(nonylphenoxyethoxyethyl) phosphite P(OCC(OCCOC1=CC=CC=C1)CCCCCCCCC)(OCC(OCCOC1=CC=CC=C1)CCCCCCCCC)OCC(OCCOC1=CC=CC=C1)CCCCCCCCC